C(C1=CC=CC=C1)C1=C(SC=2N3C([C@@H](OCC21)C)=NN=C3C)C#CC=3N=NN(C3)CCCCCC3=C2CN(C(C2=CC=C3)=O)C3C(NC(CC3)=O)=O 3-(4-(5-(4-(((S)-3-benzyl-6,9-dimethyl-4H,6H-thieno[2,3-e][1,2,4]triazolo[3,4-c][1,4]oxazepin-2-yl)ethynyl)-1H-1,2,3-triazol-1-yl)pentyl)-1-oxoisoindolin-2-yl)piperidine-2,6-dione